N-[4-(4-chlorophenyl)-1-oxophthalazin-2(1H)-yl]-2-(4-hydroxyphenyl)acetamide ClC1=CC=C(C=C1)C1=NN(C(C2=CC=CC=C12)=O)NC(CC1=CC=C(C=C1)O)=O